1-(1-(4-(trifluoromethoxy)phenyl)-1H-1,2,4-triazol-3-yl)piperidin-3-amine FC(OC1=CC=C(C=C1)N1N=C(N=C1)N1CC(CCC1)N)(F)F